CC(C)N1N=NC2=C1C=CC(=C2)C2=NC(=NO2)C=2C=NC=CC2 1-(propan-2-yl)-5-[3-(pyridin-3-yl)-1,2,4-oxadiazol-5-yl]-1H-1,2,3-benzotriazole